FC1(CCC(CC1)NC1=CC(=NC(=N1)N1N=C(C=C1C)C)C(C)O)F 1-(6-((4,4-difluorocyclohexyl)amino)-2-(3,5-dimethyl-1H-pyrazol-1-yl)pyrimidin-4-yl)ethan-1-ol